ClC1=CN=C2C(=N1)N(C=C2)CC=2SC=CN2 2-({3-chloro-5H-pyrrolo[2,3-b]pyrazin-5-yl}methyl)-1,3-thiazole